3-(3-bromobutoxy)-5,7-dimethoxy-2-(3,4,5-trimethoxyphenyl)-4H-chromen-4-one BrC(CCOC1=C(OC2=CC(=CC(=C2C1=O)OC)OC)C1=CC(=C(C(=C1)OC)OC)OC)C